6-((5-chloro-2-((2S,6R)-2,6-dimethylmorpholino)pyrimidin-4-yl)amino)-1-methyl-4-((1-(pyrimidin-2-yl)ethyl)amino)quinolin-2(1H)-one ClC=1C(=NC(=NC1)N1C[C@@H](O[C@@H](C1)C)C)NC=1C=C2C(=CC(N(C2=CC1)C)=O)NC(C)C1=NC=CC=N1